C(C)NC(C1=NC(=C(C=C1)N1N=C2C(=C1)CN(C2)CC=2C=CC=1C3=C(C(NC1C2F)=O)OC=C3)F)=O N-ethyl-6-fluoro-5-(5-((6-fluoro-4-oxo-4,5-dihydrofuro[2,3-c]quinolin-7-yl)methyl)-5,6-dihydropyrrolo[3,4-c]pyrazol-2(4H)-yl)picolinamide